C12CC(CCC2O1)CC[SiH3] 2-(7-oxabicyclo[4.1.0]hept-3-yl)ethylsilane